tert-butyl (3R,4R)-3-((5-fluoropyrimidin-2-yl)amino)-4-((4-(trifluoromethyl)phenyl)methoxy-d2)pyrrolidine-1-carboxylate FC=1C=NC(=NC1)N[C@@H]1CN(C[C@H]1OC([2H])([2H])C1=CC=C(C=C1)C(F)(F)F)C(=O)OC(C)(C)C